CN(C(C)=O)C1CCCCC1 N-methyl-N-cyclohexylacetamide